O=C1NC(CCC1N1C(C2=CC=C(C=C2C1)CN(C)CC1=CC=C(C(=O)NC2=CC(=C(C=C2)C)NC2=NC=CC(=N2)C=2C=NC=CC2)C=C1)=O)=O 4-((((2-(2,6-dioxopiperidin-3-yl)-1-oxoisoindolin-5-yl)methyl)(methyl)amino)methyl)-N-(4-methyl-3-((4-(pyridin-3-yl)pyrimidin-2-yl)amino)phenyl)benzamide